1-(3-Pyridinyl)-2-propanamine N1=CC(=CC=C1)CC(C)N